4-chlorobenzyl (4-((1-methyl-1H-pyrazole-5-carboxamido)meth-yl)phenyl)carbamate CN1N=CC=C1C(=O)NCC1=CC=C(C=C1)NC(OCC1=CC=C(C=C1)Cl)=O